NCCC#C 1-amino-3-butyne